N1=CNC2=NC=CC(=C21)C(=O)N 3H-imidazo[4,5-b]pyridine-7-carboxamide